CC(CC)(C(CC(C(CC)(C)C)=O)=O)C 3,3,7,7-tetramethylnonane-4,6-dione